C(CCC)OC1=CC=C(C=C1)S(=O)(=O)C=1C=NC2=CC=C(C=C2C1N1CCN(CCC1)CC1(CCCC1)O)SC 1-((4-(3-((4-butoxyphenyl)sulfonyl)-6-(methylthio)quinolin-4-yl)-1,4-diazepan-1-yl)methyl)cyclopentan-1-ol